FC=1C(=NC=CC1)C1=CN=C(S1)NC1=CC2=C(C=N1)N=CN2CCNC(=O)[C@H]2NCC[C@@H]2O (2S,3S)-N-[2-[6-[[5-(3-fluoro-2-pyridyl)thiazol-2-yl]amino]imidazo[4,5-c]pyridin-1-yl]ethyl]-3-hydroxy-pyrrolidine-2-carboxamide